[(3S)-1-methyl-5-oxo-pyrrolidin-3-yl]-4-pyrazolo[1,5-a]pyrimidin-5-ylpiperazine-1-carboxylate CN1C[C@H](CC1=O)OC(=O)N1CCN(CC1)C1=NC=2N(C=C1)N=CC2